C([2H])([2H])([2H])N(C([2H])([2H])[2H])CC1CN(CCC1(C1=CC(=CC=C1)OC([2H])([2H])[2H])OC(C1=CC=CC=C1)=O)C(CC1=C(C=C(C(=C1)F)F)F)=O 3-((bis(methyl-d3)amino)methyl)-4-(3-(methoxy-d3)phenyl)-1-(2-(2,4,5-trifluorophenyl)acetyl)piperidin-4-ylbenzoate